methyl 3-(isoquinolin-4-yl)-2,4-dioxo-6-(trifluoromethyl)-1,2,3,4-tetrahydroquinazoline-8-carboxylate C1=NC=C(C2=CC=CC=C12)N1C(NC2=C(C=C(C=C2C1=O)C(F)(F)F)C(=O)OC)=O